2-((6-fluoro-2-methylpyridin-3-yl)oxy)-4-methyl-N-(3-((R)-S-methyl-N-((S)-tetrahydrofuran-2-carbonyl)sulfonimidoyl)phenyl)-5-(trifluoromethyl)nicotinamide FC1=CC=C(C(=N1)C)OC1=C(C(=O)NC2=CC(=CC=C2)[S@@](=O)(=NC(=O)[C@H]2OCCC2)C)C(=C(C=N1)C(F)(F)F)C